F[C@H]1[C@H](CNC1)NC(=O)C1CNCC1C(C)C N-[(3S,4R)-4-fluoropyrrolidin-3-yl]-4-isopropyl-pyrrolidine-3-carboxamide